C1(CC1)C1=CC=C(C=C1)N1CC(C2=NC(=CC=C21)C(=O)N2C(CN(CC2)C2=NC(=C(C(=O)OC)C(=C2)C)C)(C)C)(C)C methyl 6-(4-(1-(4-cyclopropylphenyl)-3,3-dimethyl-2,3-dihydro-1H-pyrrolo[3,2-b]pyridine-5-carbonyl)-3,3-dimethylpiperazin-1-yl)-2,4-dimethylnicotinate